N-ethyl-N-{2-[4-(6-fluoro-1,2-benzisoxazol-3-yl)piperidin-1-yl]ethyl}-3-hydroxypropionamide orotate C(C1=CC(=O)NC(=O)N1)(=O)O.C(C)N(C(CCO)=O)CCN1CCC(CC1)C1=NOC2=C1C=CC(=C2)F